3,5-dinitrophenylboronic acid pinacol ester [N+](=O)([O-])C=1C=C(C=C(C1)[N+](=O)[O-])B1OC(C)(C)C(C)(C)O1